N,N-dimethyl-2-(5-methyl-3-(5-(3-(2-methylpyridin-4-yl)-1H-pyrazol-1-yl)-7-morpholinopyrazolo[1,5-a]pyrimidin-2-yl)-1H-pyrazol-1-yl)ethylamine CN(C)CCN1N=C(C=C1C)C1=NN2C(N=C(C=C2N2CCOCC2)N2N=C(C=C2)C2=CC(=NC=C2)C)=C1